Cl.Cl.Cl.ClC=1C=CC=C2C=CC=C(C12)C1=C(C=2N=C(N=CC2C=N1)OCC12CCCN2CC(C1)C=1C=NN(C1)C)F 7-(8-chloronaphthalen-1-yl)-8-fluoro-2-((2-(1-methyl-1H-pyrazol-4-yl)tetrahydro-1H-pyrrolizin-7a(5H)-yl)methoxy)pyrido[4,3-d]pyrimidine tris-hydrochloride salt